3-amino-1-[(3'S,5S)-2-(2-ethoxypyridin-3-yl)-3'-ethyl-1'-[6-methoxy-2-(trifluoromethyl)pyridin-3-yl]spiro[6,8-dihydro-1,7-naphthyridine-5,4'-piperidine]-7-yl]propan-1-one NCCC(=O)N1C[C@@]2([C@@H](CN(CC2)C=2C(=NC(=CC2)OC)C(F)(F)F)CC)C=2C=CC(=NC2C1)C=1C(=NC=CC1)OCC